CNC(C1=NC(=C(C=C1)N1CCN(CC1)CC1=CC2=C(NC(N(C2=O)C)=O)N1)C)=O N,6-dimethyl-5-(4-((3-methyl-2,4-dioxo-2,3,4,7-tetrahydro-1H-pyrrolo[2,3-d]pyrimidin-6-yl)methyl)piperazin-1-yl)picolinamide